CC(CC=O)C=CC(CCCC)C 3,6-dimethyldec-4-enal